C(C1=CC=CC=C1)OP(=O)(OCC1=CC=CC=C1)OCCN(C(OC(C)(C)C)=O)CC1=CC=C(C=C1)OC tert-Butyl N-{2-[(dibenzyloxyphosphoryl)oxy]ethyl}-N-[(4-methoxyphenyl)methyl]carbamate